FC1=C(C=CC=C1)C1=CC=CC(=N1)C[C@@H]1N(CCC[C@@H]1NS(=O)(=O)C)C(=O)OC(C)C isopropyl cis-2-((6-(2-fluorophenyl)pyridin-2-yl)methyl)-3-((methylsulfonyl) amino)piperidine-1-carboxylate